2-chloro-4-(3-fluoroazetidin-1-yl)-6-methyl-pyridine ClC1=NC(=CC(=C1)N1CC(C1)F)C